6-((1-(4,4-difluoro-3-(3-fluoro-1H-pyrazol-1-yl)butanoyl)-4-hydroxypiperidin-4-yl)methyl)-3-(2-(methylamino)-2,3-dihydro-1H-inden-5-yl)isothiazolo[4,3-d]pyrimidin-7(6H)-one FC(C(CC(=O)N1CCC(CC1)(O)CN1C=NC=2C(C1=O)=NSC2C=2C=C1CC(CC1=CC2)NC)N2N=C(C=C2)F)F